3-(N-((4-fluoro-2-(2-isopropoxypyridin-4-yl)-6-isopropylphenyl)carbamoyl)sulfamoyl)-N,N,1-trimethyl-1H-pyrazole-5-carboxamide FC1=CC(=C(C(=C1)C(C)C)NC(=O)NS(=O)(=O)C1=NN(C(=C1)C(=O)N(C)C)C)C1=CC(=NC=C1)OC(C)C